2,8-dioxaspiro[4.5]decan-1-one C1(OCCC12CCOCC2)=O